[Be].OC=1C=CC=C2C=CC=NC12 8-hydroxyquinoline beryllium salt